tert-Butyl ((S)-1-(4-fluorobenzo[d]thiazol-2-yl)-1-oxo-3-((S)-2-oxopyrrolidin-3-yl) propan-2-yl)carbamate FC1=CC=CC2=C1N=C(S2)C([C@H](C[C@H]2C(NCC2)=O)NC(OC(C)(C)C)=O)=O